3-fluoro-3-methylcyclobutanamine hydrochloride Cl.FC1(CC(C1)N)C